Cl.NCC1CN(CC1)C(=O)NC1=CC=C(C=C1)OC(F)(F)F 3-(aminomethyl)-N-[4-(trifluoromethoxy)phenyl]pyrrolidine-1-carboxamide hydrochloride